BrC1=C(C=C(C=C1)C(C(NO)=N)(F)F)Cl 2-(4-bromo-3-chlorophenyl)-2,2-difluoro-N-hydroxyacetimidamide